cobalt nitrate nickel salt [Ni+2].[N+](=O)([O-])[O-].[Co+2].[N+](=O)([O-])[O-].[N+](=O)([O-])[O-].[N+](=O)([O-])[O-]